5-(4-cyclohexylphenyl)-N,N-dimethyl-2-(3-methylpyrazin-2-yl)-7-oxo-4H-pyrazolo[1,5-a]pyrimidine-3-carboxamide C1(CCCCC1)C1=CC=C(C=C1)C=1NC=2N(C(C1)=O)N=C(C2C(=O)N(C)C)C2=NC=CN=C2C